1,4-bis(chloromethoxy)-butane ClCOCCCCOCCl